C(C)OC(=O)C=1C(N(C2=NC=C(C=C2C1C)Br)CC1=CC=C(C=C1)F)=O 6-bromo-1-(4-fluorophenylmethyl)-4-methyl-2-oxo-1,2-dihydro-1,8-naphthyridine-3-carboxylic acid ethyl ester